C(C#C)C12CC(CCC1C2(C)C)C propargyl-carane